C(N)(=N)C=1C=C(SC1)CNC(=O)[C@H]1N(C[C@@H](C1)OC1CC1)C(CNC(C1=CC=C(C=C1)OC1=CC=CC=C1)=O)=O (2S,4R)-N-((4-carbamimidoylthiophen-2-yl)methyl)-4-cyclopropoxy-1-((4-phenoxybenzoyl)glycyl)pyrrolidine-2-carboxamide